4-((2-methoxy-2-oxoethyl)carbamoyl)benzoic acid COC(CNC(=O)C1=CC=C(C(=O)O)C=C1)=O